2-(2-{4-[2-(2,6-dioxopiperidin-3-yl)-6-fluoro-1,3-dioxoisoindol-5-yl]piperazin-1-yl}ethoxy)acetaldehyde O=C1NC(CCC1N1C(C2=CC(=C(C=C2C1=O)N1CCN(CC1)CCOCC=O)F)=O)=O